4-aminobicyclo[2.1.1]Hexane-1-Carboxylic acid methyl ester hydrochloride Cl.COC(=O)C12CCC(C1)(C2)N